ClCC1=CC(=C(OCC2CCN(CC2)S(=O)(=O)C)C=C1)C(F)F 4-((4-(chloromethyl)-2-(difluoromethyl)phenoxy)methyl)-1-(methylsulfonyl)piperidine